2-bromo-1-(4-chloro-3-fluoro-phenyl)ethanone BrCC(=O)C1=CC(=C(C=C1)Cl)F